N1(CCOCC1)C(=O)C1=CC(=CN1)C1=NC(=NC=C1C(F)(F)F)NC1CNCCC1 4-[5-(morpholin-4-carbonyl)-1H-pyrrol-3-yl]-N-(piperidin-3-yl)-5-(trifluoromethyl)pyrimidin-2-amine